7-(3-methyl-1H-pyrrolo[2,3-b]pyridin-5-yl)-3,4-dihydroisoquinoline-2(1H)-carboxylate CC1=CNC2=NC=C(C=C21)C2=CC=C1CCN(CC1=C2)C(=O)[O-]